C(C)NC(COC1=CC=C(C=C1)C=CC(=O)C1=CC=C(C=C1)N1CCC(CC1)O)=O N-Ethyl-2-[4-[3-[4-(4-hydroxypiperidin-1-yl)phenyl]-3-oxoprop-1-enyl]phenoxy]acetamide